6-[[(2SR,6RS)-2,6-dimethyl-4-piperidyl]oxy]-N-(8-fluoro-2-methyl-imidazo[1,2-a]pyridin-6-yl)thieno[2,3-b]pyridine-2-carboxamide C[C@@H]1N[C@@H](CC(C1)OC1=CC=C2C(=N1)SC(=C2)C(=O)NC=2C=C(C=1N(C2)C=C(N1)C)F)C |r|